3-({2-[bis(2-thienylmethyl)sulfamoyl]ethyl}amino)-N,N-bis(2-thienylmethyl)propionamide S1C(=CC=C1)CN(S(=O)(=O)CCNCCC(=O)N(CC=1SC=CC1)CC=1SC=CC1)CC=1SC=CC1